N-(3-(4,4-Difluoropiperidin-1-yl)-5-methylphenyl)-5-(6-azaspiro[2.5]octan-6-yl)quinazolin-4-amine FC1(CCN(CC1)C=1C=C(C=C(C1)C)NC1=NC=NC2=CC=CC(=C12)N1CCC2(CC2)CC1)F